C(C1=CC=CC=C1)C(C(=O)NC=1C=NC2=C(C=CC=C2C1)F)(CCC)C 2-benzyl-N-(8-fluoro-3-quinolyl)-2-methyl-pentanamide